Br.BrCCCN 3-bromopropan-1-amine hydrobromide